butanoic acid 4-formyl-3,5-dimethylphenyl ester C(=O)C1=C(C=C(C=C1C)OC(CCC)=O)C